6-[5-[(1S)-1-aminoethyl]-3-cyclopropyl-1,2,4-triazol-1-yl]-N-methyl-pyrimidine N[C@@H](C)C1=NC(=NN1C1=CC=NCN1C)C1CC1